C(C)(=O)C1=NN(C(=C1C)C(=O)OCC)CC1CC(C1)(F)F ethyl 3-acetyl-1-((3,3-difluorocyclobutyl)methyl)-4-methyl-1H-pyrazole-5-carboxylate